BrC=1SC(=CC1C(CCCCC)O)Br (2,5-dibromothien-3-yl)hexanol